4-cyclohexanedihexanoic acid C1(CCC(CC1)CCCCCC(=O)O)CCCCCC(=O)O